bis[2-(4-pyridyloxy)ethyl]amine N1=CC=C(C=C1)OCCNCCOC1=CC=NC=C1